[Na].C(=O)(O)CCN(CCC(=O)O)CCCCCCCC N-(2-carboxyethyl)-N-octyl-beta-alanine sodium